[N+](=O)([O-])OCCCCO[N+](=O)[O-] 1,4-bis-nitrooxybutane